1-(2-(4-methoxy-3-(2-morpholinoethoxy) phenyl)-5-methylthiazol-4-yl)ethyl 2,2,2-trifluoroacetate FC(C(=O)OC(C)C=1N=C(SC1C)C1=CC(=C(C=C1)OC)OCCN1CCOCC1)(F)F